1,2,4,5-tetrafluoro-3-(trifluoromethyl)-6-(((trifluoromethyl)sulfonyl)methyl)benzene FC1=C(C(=C(C(=C1CS(=O)(=O)C(F)(F)F)F)F)C(F)(F)F)F